FC(C(=O)O)(F)F.C(C)N1CCC(=CC1)C1=CC2=C(C=3N(CCC2NC2=CC(=CC=C2)OC)N=NC3C)C=C1 9-(1-ethyl-1,2,3,6-tetrahydropyridin-4-yl)-N-(3-methoxyphenyl)-1-methyl-6,7-dihydro-5H-benzo[c][1,2,3]triazolo[1,5-a]azepin-7-amine 2,2,2-trifluoroacetate